(R)-1-(dimethylcarbamoyl)pyrrolidin-3-yl (1-(4-(2,6-dioxopiperidin-3-yl)-3,5-difluorophenyl)azetidin-3-yl)carbamate O=C1NC(CCC1C1=C(C=C(C=C1F)N1CC(C1)NC(O[C@H]1CN(CC1)C(N(C)C)=O)=O)F)=O